OCCCOC=1C(=[N+](ON1)[O-])S(=O)(=O)C1=CC=CC=C1 (3-hydroxypropoxy)-3-(benzenesulfonyl)-1,2,5-oxadiazole 2-oxide